C(#N)C1=C(C(=CC(=C1)C1CCCC1)F)NC(C1=C(C=CC(=C1)[N+](=O)[O-])SC1=NN=CN1C)=O N-(2-cyano-4-cyclopentyl-6-fluorophenyl)-2-[(4-methyl-4H-1,2,4-triazol-3-yl)sulfanyl]-5-nitrobenzamide